m-[6-(1-{[6-(cyclopentylmethoxymethyl)-2-pyridinyl]methyl}-1H-1,2,3-triazol-4-yl)-2-(2-phenoxyacetylamino)-4-pyrimidinyl]benzonitrile C1(CCCC1)COCC1=CC=CC(=N1)CN1N=NC(=C1)C1=CC(=NC(=N1)NC(COC1=CC=CC=C1)=O)C=1C=C(C#N)C=CC1